ClC1=C(CNC(=O)[C@]2(C=3C=CC=NC3C(CC2)=C)F)C=CC(=C1)Cl (S)-N-(2,4-dichlorobenzyl)-5-fluoro-8-methylene-5,6,7,8-tetrahydro-quinoline-5-carboxamide